(cyano(2-fluorophenyl)methyl)glycine benzyl ester C(C1=CC=CC=C1)OC(CNC(C1=C(C=CC=C1)F)C#N)=O